BrC=1C=C2CC[C@H](C2=CC1)NC(OC(C)(C)C)=O tert-butyl (R)-(5-bromo-2,3-dihydro-1H-inden-1-yl)carbamate